FC1=CC=C(C=C1)CC=1C(=NC=C(C(=O)N(C)C)C1)NCCN1CCCC1 5-(4-fluorophenylmethyl)-N,N-dimethyl-6-((2-(pyrrolidin-1-yl)ethyl)amino)nicotinamide